C(O)N(C(=O)N)CO N,N-dimethylolurea